(Z)-7-(5-(4-bromobenzylidene)-2,4-dioxathiazolidin-3-yl)-N-hydroxyheptanamide BrC1=CC=C(\C=C/2\ON(OS2)CCCCCCC(=O)NO)C=C1